[Si](C)(C)(C(C)(C)C)OCCN 2-((tert-butyldimethylsilyl)oxy)ethane-1-amine